(2S)-2-[(3R)-1-tert-Butoxycarbonylpyrrolidin-3-yl]-3-[4-(2,5-dioxoimidazolidin-1-yl)phenyl]propionic acid C(C)(C)(C)OC(=O)N1C[C@H](CC1)[C@@H](C(=O)O)CC1=CC=C(C=C1)N1C(NCC1=O)=O